4-ethoxy-6-(1-(5-hydrazinyl-7-((2-methyl-1H-imidazol-1-yl)methyl)-1-oxo-3,4-dihydroisoquinolin-2(1H)-yl)ethyl)nicotinonitrile C(C)OC1=CC(=NC=C1C#N)C(C)N1C(C2=CC(=CC(=C2CC1)NN)CN1C(=NC=C1)C)=O